The molecule is a member of the class of biphenyls that is biphenyl in which one of the phenyl groups is substituted at positions 2and 4 by a methyl and a 5-methyl-1,3,4-oxadiazol-2-yl groups, respectively, while the other phenyl group is substituted at positions 2 and 5 by a methyl and an N-(cyclopropyl)aminocarbohyl group, respectively. An inhibitor of p38-alpha MAP kinase. It has a role as an EC 2.7.11.24 (mitogen-activated protein kinase) inhibitor. It is a member of biphenyls, a member of 1,3,4-oxadiazoles, a monocarboxylic acid amide, a member of cyclopropanes and a ring assembly. CC1=C(C=C(C=C1)C(=O)NC2CC2)C3=C(C=C(C=C3)C4=NN=C(O4)C)C